FC1=C(N=CC2=C1N=C(N=C2N2CC(OCC2)CO)OCC21CCCN1CCC2)C2=CC(=CC1=CC=CC=C21)OCOC (4-(8-Fluoro-7-(3-(methoxymethoxy)naphthalen-1-yl)-2-((tetrahydro-1H-pyrrolizin-7a(5H)-yl)methoxy)pyrido[4,3-d]pyrimidin-4-yl)morpholin-2-yl)methanol